NC1=C(C=C(C(=N1)F)C1=CN=C2N1C=C(C(=C2)OCCO)C(C)(C(C)(C)C)O)F 2-(3-(6-amino-2,5-difluoropyridin-3-yl)-7-(2-hydroxyethoxy)imidazo[1,2-a]pyridin-6-yl)-3,3-dimethylbutan-2-ol